C1(CC1)COC=1C(=CC2=CN(N=C2C1)C1CCC(CC1)(OC)OC)N 6-(cyclopropylmethoxy)-2-(4,4-dimethoxycyclohexyl)indazol-5-amine